N[C@H]([C@H](C(=O)O)C)C (2R,3S)-3-AMINO-2-METHYL-BUTANOIC ACID